C1(CC1)[C@@H](C)NC1=NC(=NC(=N1)NC1CC2=CC=CC=C2C1)C1=NC(=CC=C1)C(F)(F)F (R)-N2-(1-cyclopropylethyl)-N4-(2,3-dihydro-1H-inden-2-yl)-6-(6-(trifluoromethyl)pyridin-2-yl)-1,3,5-triazine-2,4-diamine